CN1C=CC2=CC=CC=C12 1-methylindole